2-(2,6-dioxopiperidin-3-yl)isoindole-1,3-dione pentatrifluoroacetate FC(C(=O)O)(F)F.FC(C(=O)O)(F)F.FC(C(=O)O)(F)F.FC(C(=O)O)(F)F.FC(C(=O)O)(F)F.O=C1NC(CCC1N1C(C2=CC=CC=C2C1=O)=O)=O